N-(2-(furan-2-yl)-4-((methylamino)methyl)phenyl)benzenesulfonamide O1C(=CC=C1)C1=C(C=CC(=C1)CNC)NS(=O)(=O)C1=CC=CC=C1